6-(2-(4-(3,3-difluorocyclobutoxy)-6-methylpyridin-2-yl)acetylamino)pyridazin-3-one FC1(CC(C1)OC1=CC(=NC(=C1)C)CC(=O)NC=1C=CC(NN1)=O)F